(2-(3-(Trifluoromethyl)azetidin-1-yl)pyridin-4-yl)methanamine FC(C1CN(C1)C1=NC=CC(=C1)CN)(F)F